CN1CCN(CC1)C(=O)NN 4-methylpiperazine-1-carboxylic acid hydrazide